C(CN(CC(C)O)CC(C)O)N(CC(C)O)CC(C)O 1'''-[1,2-ethanediyldi(nitrilo)]tetra(2-propanol)